bis(4-(dimethylsilyl)phenyl)(ethyl)methylsilane C[SiH](C1=CC=C(C=C1)[Si](C)(CC)C1=CC=C(C=C1)[SiH](C)C)C